FC=1C=C(C=CC1)C1N(CCN(C1)C)C(=O)C1=C(C=C(C=C1)NC(=O)C1CC1)N1CCCC1 N-[4-[2-(3-fluorophenyl)-4-methylpiperazine-1-carbonyl]-3-pyrrolidin-1-ylphenyl]cyclopropanecarboxamide